2-methoxy-N-[[2-methyl-4-(4,4,5,5-tetramethyl-1,3,2-dioxaborolan-2-yl)phenyl]methyl]benzamide COC1=C(C(=O)NCC2=C(C=C(C=C2)B2OC(C(O2)(C)C)(C)C)C)C=CC=C1